3-(3-(piperidine-1-carbonyl)pyrazolo[1,5-a]pyridin-7-yl)-7,8-dihydro-1,6-naphthyridin-5(6H)-one N1(CCCCC1)C(=O)C=1C=NN2C1C=CC=C2C=2C=NC=1CCNC(C1C2)=O